difuropyridine O1C=CC2=C1C1=C(C=N2)OC=C1